ClC1=C(C=C(C(=C1)F)C1=NC=NC2=CC(=CC=C12)N1CCOCC1)C(C(=O)N)C1=CC=CC=2N1C=NN2 2-[2-Chloro-4-fluoro-5-(7-morpholin-4-yl-quinazolin-4-yl)-phenyl]-2-[1,2,4]-triazolo[4,3-a]pyridin-5-ylacetamide